C1(CC1)C(C(=O)N(NCC1=NC=C(C=C1)C(F)(F)F)C)(F)F 2-cyclopropyl-2,2-difluoro-N-methyl-N'-((5-(trifluoromethyl)pyridin-2-yl)methyl)acetohydrazide